CS(=O)(=O)C(CO)(C)C1=NC=C(C=C1C(F)(F)F)B1OC(C(O1)(C)C)(C)C 2-methanesulfonyl-2-[5-(4,4,5,5-tetramethyl-1,3,2-dioxaborolan-2-yl)-3-(trifluoromethyl)pyridine-2-yl]propan-1-ol